FC(C1(CC1)N1N=NC(=C1)[C@H](C1=C2C=CN(C2=CC=C1)C)NC=1C=C2C(=C(C=NC2=C(C1)C#N)C#N)NCC(C)(C)C)F (S)-6-(((1-(1-(difluoromethyl)cyclopropyl)-1H-1,2,3-triazol-4-yl)(1-methyl-1H-indol-4-yl)methyl)amino)-4-(neopentylamino)quinoline-3,8-dicarbonitrile